(trifluoromethyl)-3-(1-(trifluoromethyl)cyclopropyl)-1H-pyrazole-5-carboxamide FC(F)(F)N1N=C(C=C1C(=O)N)C1(CC1)C(F)(F)F